(S)-3-(4-fluoro-5-(((2R,3S)-3-(((1r,4S)-4-fluorocyclohexyl)amino)tetrahydro-2H-pyran-2-yl)methyl)-1-oxoisoindolin-2-yl)piperidine-2,6-dione FC1=C2CN(C(C2=CC=C1C[C@H]1OCCC[C@@H]1NC1CCC(CC1)F)=O)[C@@H]1C(NC(CC1)=O)=O